5-Carbamoyl-pyridin-3-yl (R)-4-(3-carbamoyl-4-chlorobenzyl)-2-methyl-piperazine-1-carboxylate C(N)(=O)C=1C=C(CN2C[C@H](N(CC2)C(=O)OC=2C=NC=C(C2)C(N)=O)C)C=CC1Cl